COC=1C=C2CCN(CC2=CC1NC=1N=NC(=C(N1)NC1=C(C=CC=C1)[C@H](C)OC)C(=O)NC([2H])([2H])[2H])C (S)-3-((6-methoxy-2-methyl-1,2,3,4-tetrahydroisoquinolin-7-yl)amino)-5-((2-(1-methoxyethyl)phenyl)amino)-N-(methyl-d3)-1,2,4-triazine-6-carboxamide